N-(6-(3,5-dimethoxyphenyl)-1H-indazol-3-yl)benzamide COC=1C=C(C=C(C1)OC)C1=CC=C2C(=NNC2=C1)NC(C1=CC=CC=C1)=O